OC1CN(CCC1)C=1C=NC(=NC1)N1C(C2=CC=C(C=C2C=N1)C1=C(C(=CC=C1)OC)C)=O cis-2-(5-(3-Hydroxypiperidin-1-yl)pyrimidin-2-yl)-6-(3-methoxy-2-methylphenyl)phthalazin-1(2H)-one